N-((1,3-dihydroisobenzofuran-5-yl)(tosyl)methyl)formamide C1OCC2=CC(=CC=C12)C(NC=O)S(=O)(=O)C1=CC=C(C)C=C1